C1NCNCC2=C1C=CC=C2 2,3,4,5-tetrahydro-1H-benzo[e][1,3]diazepine